C(C)(C)(C)OC(NC1=NC(=C(C=C1)F)C(\C=C\C1=CC(=C(C(=C1)[N+](=O)[O-])OC)C1=NN(C=N1)C)=O)=O (E)-(5-fluoro-6-(3-(4-methoxy-3-(1-methyl-1H-1,2,4-triazol-3-yl)-5-nitrophenyl)propenoyl)pyridin-2-yl)carbamic acid tert-butyl ester